ClC=1C=C(CCNC[C@H](COC2=CC=C(C=C2)N(S(=O)(=O)C)C)C)C=CC1 (R)-N-(4-(3-((3-chlorophenethyl)amino)-2-methylpropoxy)phenyl)-N-methylmethanesulfonamide